ClC=1C=C(C=C(C1)Cl)NC(=O)C1(N(CCC1)C)C(=O)N[C@H]1C=C[C@H](C1)C(=O)OC methyl (1S,4R)-4-[[2-[(3,5-dichlorophenyl)carbamoyl]-1-methyl-pyrrolidine-2-carbonyl]amino]cyclopent-2-ene-1-carboxylate